((5-(ethylsulfonyl)pyridin-2-yl)methyl)carbamic acid tert-butyl ester C(C)(C)(C)OC(NCC1=NC=C(C=C1)S(=O)(=O)CC)=O